OC(C)C1=NC2=CC=C(C=C2NC1=O)C(=O)OC methyl 2-(1-hydroxyethyl)-3-oxo-3,4-dihydroquinoxaline-6-carboxylate